NC1(CN(CCCC1)CCO)C 2-(3-amino-3-methylazepan-1-yl)ethanol